CN1N=CC(=C1)C1=NN2C(N=CC=C2O)=C1 2-(1-methyl-1H-pyrazol-4-yl)pyrazolo[1,5-a]pyrimidin-7-ol